FC=1C=2N(C=C(C1)NC(=O)C1=CC=C(C3=CN(N=C13)C)N1CC(C[C@H]1C)N(C(OCC1=CC=CC=C1)=O)C)C=C(N2)C benzyl N-[(5R)-1-[7-[(8-fluoro-2-methylimidazo[1,2-a]pyridin-6-yl)carbamoyl]-2-methyl-indazol-4-yl]-5-methyl-pyrrolidin-3-yl]-N-methyl-carbamate